methyl (5-((3-(cyclopropyl-sulfonyl)pyridin-2-yl)amino)-6-((methyl-d3)-carbamoyl)-pyridazin-3-yl)-carbamate C1(CC1)S(=O)(=O)C=1C(=NC=CC1)NC=1C=C(N=NC1C(NC([2H])([2H])[2H])=O)NC(OC)=O